ClC1=C(C=CC=C1)NC(=O)C1=CN=C2N1C=C(C=C2)C2=CC(=CC=C2)C N-(2-Chlorophenyl)-6-(3-methylphenyl)imidazo[1,2-a]pyridine-3-carboxamide